4-azetidinebenzoic acid N1CCC1C1=CC=CC=C1C(=O)O